NC1=NC(=CC(=C1C(=O)N)C)C 2-amino-4,6-dimethyl-3-pyridineformamide